O1OON(C1)C(=O)N 1H-1,2,3-triOxazole-4-carboxamide